CNS(=O)(=O)C(C(C(C(C(C(F)(F)F)(F)F)(F)F)(F)F)(F)F)(F)F N-methyl-perfluorohexanesulfonamide